1-[(3-Chloro-2-methyl-5-nitrophenyl)methyl]-4-methylpiperazine ClC=1C(=C(C=C(C1)[N+](=O)[O-])CN1CCN(CC1)C)C